[N+](#[C-])C(C)S(=O)(=O)C1=CC=C(C=C1)C 1-(1-isocyanoethylsulfonyl)-4-methylbenzene